N-[(1S,4R)-2-AZABICYCLO[2.2.1]HEPTAN-6-YL]-2-(12-ISOPROPYL-9-OXO-3-THIA-1,10,11-TRIAZATRICYCLO[6.4.0.02,6]DODECA-2(6),4,7,11-TETRAEN-10-YL)ACETAMIDE HYDROCHLORIDE Cl.[C@@H]12NC[C@@H](CC1NC(CN1C(C3=CC=4C=CSC4N3C(=N1)C(C)C)=O)=O)C2